COC1=C(CN(C2=C(C=3N(C=N2)N=CC3CO)OC)CC3=C(C=C(C=C3)OC)OC)C=CC(=C1)OC (5-(Bis(2,4-dimethoxybenzyl)amino)-4-methoxypyrazolo(1,5-c)pyrimidin-3-yl)methanol